N=1C=2N(NC1N)C=CC2 pyrrolo[1,2-b][1,2,4]triazol-2-amine